ClC1=C(C=C2C=C(N=CC2=C1)NC(=O)[C@@H]1CC12CC(C2)OCC)C2CCN(CC2)[C@@]2(COC[C@@H]2O)C (1R)-N-(7-chloro-6-(1-((3R,4R)-4-hydroxy-3-methyltetrahydrofuran-3-yl)piperidin-4-yl)isoquinolin-3-yl)-5-ethoxyspiro[2.3]hexane-1-carboxamide